tert-Butyl (3-(2-chloro-5-((1R,3R)-2,2-dichloro-3-(3,5-dichlorophenyl)cyclopropane-1-carboxamido)benzamido)-2,4-difluorophenyl)carbamate ClC1=C(C(=O)NC=2C(=C(C=CC2F)NC(OC(C)(C)C)=O)F)C=C(C=C1)NC(=O)[C@@H]1C([C@H]1C1=CC(=CC(=C1)Cl)Cl)(Cl)Cl